2-[1-(2-amino-6-chloro-phenyl)-2-piperidyl]ethanol NC1=C(C(=CC=C1)Cl)N1C(CCCC1)CCO